CN(C(O)=O)CCC[Si](OC)(OC)OC.C1=C(C=CC2=CC=CC=C12)NS(=O)(=O)C=C naphthalen-2-yl-vinylsulfonamide N-methyl[3-(trimethoxysilyl)propyl]carbamate